ClC=1C=C(C=C(C1)F)C1=CC(=NC=N1)C(=O)OC methyl 6-(3-chloro-5-fluorophenyl)pyrimidine-4-carboxylate